tert-Butyl N-[3-[2-[2-(4,4,5,5-tetramethyl-1,3,2-dioxaborolan-2-yl)phenyl]ethoxy]propyl]carbamate CC1(OB(OC1(C)C)C1=C(C=CC=C1)CCOCCCNC(OC(C)(C)C)=O)C